4-(methoxymethyl)piperidine COCC1CCNCC1